(2R,3R,4S)-2-(2-(Furan-2-yl)-8-(hex-1-yn-1-yl)-6-((3-iodobenzyl)amino)-9H-purin-9-yl)tetrahydrothiophene-3,4-diol O1C(=CC=C1)C1=NC(=C2N=C(N(C2=N1)[C@@H]1SC[C@H]([C@H]1O)O)C#CCCCC)NCC1=CC(=CC=C1)I